2,2,3,3,6-pentamethyl-6-(4-alpha-methoxyethylphenyl)-1-chloroheptane CC(CCl)(C(CCC(C)(C1=CC=C(C=C1)C(C)OC)C)(C)C)C